trimethoxypropyl phosphate P(=O)(OCCC(OC)(OC)OC)([O-])[O-]